1-tert-butyl 2-methyl 5-oxopiperidine-1,2-dicarboxylate O=C1CCC(N(C1)C(=O)OC(C)(C)C)C(=O)OC